n-Decyltetramethylguanidin C(CCCCCCCCC)N=C(N(C)C)N(C)C